Cl.O[C@H]1C[C@H](NC1)C(=O)N[C@@H](C)C1=CC=C(C=C1)C1=C(N=CS1)C (2S,4S)-4-hydroxy-N-[(1S)-1-[4-(4-methyl-1,3-thiazol-5-yl)phenyl]ethyl]pyrrolidine-2-carboxamide hydrochloride